C1(CC1)[C@H](C=1C=C(C(=NC1)OC1=CC=2N(C=C1)N=C(C2)C(=O)NC2(CCS(CC2)(=O)=O)C)OCC(F)(F)F)O (R)-5-((5-(Cyclopropyl(hydroxy)methyl)-3-(2,2,2-trifluoroethoxy)pyridin-2-yl)oxy)-N-(4-methyl-1,1-dioxidotetrahydro-2H-thiopyran-4-yl)pyrazolo[1,5-a]pyridine-2-carboxamide